C(#N)C1=C(C=CC(=C1)NC(=O)NC=1OC=C(N1)C)/N=C/N(C)C (E)-N'-(2-cyano-4-(3-(4-methyloxazol-2-yl)ureido)phenyl)-N,N-dimethylformamidine